OC1CC(NC1)C(=O)NC1(CC1)C1=CC=C(C=C1)C1=C(N=CS1)C 4-hydroxy-N-[1-[4-(4-methyl-1,3-thiazol-5-yl)phenyl]cyclopropyl]pyrrolidine-2-carboxamide